FC(OC1=CC=C(C=C1)NN=C(C#N)C#N)(F)F carbonyl cyanide 4-(trifluoromethoxy)phenyl hydrazone